FC1=C(OCCNCCCCC(=O)N2CCN(CC2)C=2C=C3C(N(C(C3=CC2F)=O)C2C(NC(CC2)=O)=O)=O)C(=CC=C1F)C=1N=C(SC1)N1CCOCC1 5-(4-(5-((2-(2,3-difluoro-6-(2-morpholinothiazol-4-yl)phenoxy)ethyl)amino)pentanoyl)piperazin-1-yl)-2-(2,6-dioxopiperidin-3-yl)-6-fluoroisoindoline-1,3-dione